BrC=1C=C(C(=NC1)C1=NNC(C=C1)=O)OC 3-(5-bromo-3-methoxy-2-pyridyl)-1H-pyridazin-6-one